CC1(CCC(CC1)O)O Cis-1-methylcyclohexane-1,4-diol